triisopropylsilyl 4,6-di-O-acetyl-3-azido-3-deoxy-O-methyl-1-thio-α-D-galactopyranoside C(C)(=O)O[C@@H]1[C@@H]([C@H]([C@@H](S[Si](C(C)C)(C(C)C)C(C)C)O[C@@H]1COC(C)=O)OC)N=[N+]=[N-]